C[Zr](C=1C(C2=CC=C(C=C2C1)C)C)C1C=CC=C1 methylcyclopentadienyl(1,5-dimethylindenyl)zirconium